3-((2,4-dimethylthiazole-5-carboxamido)methyl)-N-ethyl-5-(phenoxymethyl)-4,5-dihydroisoxazole CC=1SC(=C(N1)C)C(=O)NCC1N(OC(C1)COC1=CC=CC=C1)CC